N-((5-(isoxazol-3-yl)-6-(thiazol-4-ylmethoxy)-1H-indol-2-yl)methyl)-1-methylcyclopropane-1-carboxamide O1N=C(C=C1)C=1C=C2C=C(NC2=CC1OCC=1N=CSC1)CNC(=O)C1(CC1)C